ClC=1C(=NC(=NC1)NC1CCOCC1)C1=CC=C2CN(C(C2=C1)=O)CC(=O)NC(C)C=1C=NC=NC1 2-(6-{5-chloro-2-[(oxacyclohex-4-yl)amino]pyrimidin-4-yl}-1-oxo-2,3-dihydro-1H-isoindol-2-yl)-N-[1-(pyrimidin-5-yl)ethyl]acetamide